4-isopropylpyridazin-3(2H)-one C(C)(C)C=1C(NN=CC1)=O